N(=C=O)CC(C(=O)OC(C)(C)C)(C)C tert-Butyl 3-isocyanato-2,2-dimethylpropanoate